COC1=C(C=NNC(C2=NC=CC=C2)=O)C=CC=C1 (2-methoxybenzylidene)picolinohydrazide